C(C)(C)C1=C(C=CC=C1)C=1N=CC2=C(N1)C(=CS2)N(C)C2=CC=C(C=C2)C=2N(C=C(N2)C(F)(F)F)C 2-(2-isopropylphenyl)-7-[N-methyl-4-(1-methyl-4-(trifluoromethyl)-1H-imidazol-2-yl)phenylamino]-thieno[3,2-d]pyrimidine